N1(CCCC1)C(=O)O.F[C@]1(CN(CC1)C(C=C)=O)C#CC1=CC=C(C=C1)C(F)(F)F |o1:9| (S*)-1-(3-fluoro-3-((4-(trifluoromethyl)phenyl)ethynyl)pyrrolidin-1-yl)prop-2-en-1-one pyrrolidine-1-carboxylate